FC(C1=CC=C(C=C1)CN1CCC(CC1)NC(C=C)=O)(F)F N-[1-[[4-(trifluoromethyl)phenyl]methyl]-4-piperidyl]prop-2-enamide